CN1C=CC2=CC(=CC=C12)CN (1-Methyl-1H-indol-5-yl)methylamine